hexane-1,3,6-tricarbonitrile C(CC(CCCC#N)C#N)C#N